2-[5-(trifluoromethyl)-3-thienyl]Ethanol FC(C1=CC(=CS1)CCO)(F)F